6-(4-((4-methyl-1H-indazol-5-yl)amino)pyrimidin-2-yl)-N-(pyridazin-4-yl)-1H-indole-2-carboxamide CC1=C2C=NNC2=CC=C1NC1=NC(=NC=C1)C1=CC=C2C=C(NC2=C1)C(=O)NC1=CN=NC=C1